C1(=CC=CC=C1)\C(=C/C(=O)OCC)\C1=CC=C(C=C1)C#CC1=CC=CC=C1 ethyl (E)-3-phenyl-3-[4-(phenylethynyl)phenyl]acrylate